COC(C1=C(C(=CC=C1)OC)CBr)=O (bromomethyl)-3-methoxybenzoic acid methyl ester